Perfluorosulfonylvinylether FS(=O)(=O)C=COC=CS(=O)(=O)F